(butylsulfinyl)-6-phenylthieno[2,3-b]Pyridine C(CCC)S(=O)C1=CC=2C(=NC(=CC2)C2=CC=CC=C2)S1